dodecynedicarboxylic acid C(C#CCCCCCCCCC)(C(=O)O)C(=O)O